NC([C@H](C[C@H]1C(NCC1)=O)NC(=O)[C@@H]1C[Si](CN1C(=O)C1=CNC2=C(C=CC=C12)Cl)(C)C)=O (R)-N-((S)-1-amino-1-oxo-3-((S)-2-oxopyrrolidin-3-yl)propan-2-yl)-1-(7-chloro-1H-indole-3-carbonyl)-3,3-dimethyl-1,3-azasilolidine-5-carboxamide